FC(C1CCN(CC1)C(=O)C1=C(C=C(C#N)C=C1)C=1SC=C(N1)C(F)(F)F)(F)F 4-[4-(trifluoromethyl)piperidine-1-carbonyl]-3-[4-(trifluoromethyl)-1,3-thiazol-2-yl]benzonitrile